N-(3-{4-[5-(cyclopropylmethoxy)pyridin-2-yl]-6-oxo-1,6-dihydropyrimidin-2-yl}-4-(trifluoromethyl)benzyl)isobutyramide C1(CC1)COC=1C=CC(=NC1)C=1N=C(NC(C1)=O)C=1C=C(CNC(C(C)C)=O)C=CC1C(F)(F)F